ClC=1C=C2C=NN(C2=CC1N1CC2C(C(C1)C2)(O)C=2C=NC=CC2)C=2C=NN(C2)C 3-(5-chloro-1-(1-methyl-1H-pyrazol-4-yl)-1H-indazol-6-yl)-6-(pyridin-3-yl)-3-azabicyclo[3.1.1]heptan-6-ol